N,N-bis(4-methoxybenzyl)-1-(4-(4,4,5,5-tetramethyl-1,3,2-dioxaborolan-2-yl)butan-2-yl)-1H-pyrazole-3-sulfonamide COC1=CC=C(CN(S(=O)(=O)C2=NN(C=C2)C(C)CCB2OC(C(O2)(C)C)(C)C)CC2=CC=C(C=C2)OC)C=C1